FC(C(=O)OC1CCC2=C(C=C(C=C12)F)S(NC1=C(C(=C(C=C1)F)C=1C=C2C=NC(=NC2=C(C1)CC)NC1CCC(CC1)NC)F)(=O)=O)(F)F 4-{[3-(8-ethyl-2-{[4-(methylamino)cyclohexyl]amino}quinazolin-6-yl)-2,4-difluorophenyl]sulfamoyl}-6-fluoro-2,3-dihydro-1H-inden-1-yl 2,2,2-trifluoroacetate